C(C(=O)[O-])(=O)[O-].[Pt+2] platinous oxalate